C1C2=CC=CC=C2C(N1)CCCC(=O)O isoindolinebutyric acid